C1=C2C3=C(C=NC2=CC=C1)CC1=CC=CC=C13 7H-indeno[2,1-c]Quinoline